7-Methoxy-5-(4-(trifluoromethyl)phenyl)-2-naphthoic acid COC1=CC(=C2C=CC(=CC2=C1)C(=O)O)C1=CC=C(C=C1)C(F)(F)F